1-cyclopropyl-N-(1-(4-(1-hydroxy-2-phenylethyl)benzyl)azetidin-3-yl)-1H-1,2,3-triazole-4-carboxamide C1(CC1)N1N=NC(=C1)C(=O)NC1CN(C1)CC1=CC=C(C=C1)C(CC1=CC=CC=C1)O